[(3R)-1-methylpyrrolidin-3-yl] 4-[[4-[[2-(6-methyl-2-pyridyl)pyrimidin-4-yl]amino]pyrimidin-2-yl]amino]benzoate CC1=CC=CC(=N1)C1=NC=CC(=N1)NC1=NC(=NC=C1)NC1=CC=C(C(=O)O[C@H]2CN(CC2)C)C=C1